ethyl 2-(N-methylsulfamoyl)thiazole-4-carboxylate CNS(=O)(=O)C=1SC=C(N1)C(=O)OCC